(2-furyl)-2,2-dimethyloxazolidine O1C(=CC=C1)N1C(OCC1)(C)C